C(C1=CC=CC=C1)OC=1C=C(C=CC1OCC1=CC=CC=C1)[C@](N)(CO)C(=O)O 2-(3,4-dibenzyloxy-phenyl)-serine